O[C@@]1([C@@H](CC[C@H](C1)C)C(C)C)C(=O)NCC1(CCC2=CC=CC=C12)O (1S,2S,5R)-1-hydroxy-N-((1-hydroxy-2,3-dihydro-1H-inden-1-yl)methyl)-2-isopropyl-5-methylcyclohexane-1-carboxamide